C(#N)[C@H]1[C@@H](C1)C(=O)NC=1N=CC2=C(C=C(C=C2C1)C1=CC2=C(N(C(O2)=O)CC2=CC=C(C=C2)OC)C=C1C)NC(OC(C)(C)C)=O |r| (±)-tert-butyl N-[3-[[trans-2-cyanocyclopropanecarbonyl]amino]-6-[3-[(4-methoxyphenyl)methyl]-5-methyl-2-oxo-1,3-benzoxazol-6-yl]-8-isoquinolyl]carbamate